ethyl (2S)-2-((2R,3S,6R)-2,3-bis(4-chlorophenyl)-6-(4-cyano-2-fluorobenzyl)-5-oxo-4-morpholinyl)pentanoate ClC1=CC=C(C=C1)[C@@H]1[C@@H](N(C([C@H](O1)CC1=C(C=C(C=C1)C#N)F)=O)[C@H](C(=O)OCC)CCC)C1=CC=C(C=C1)Cl